C(C)(C)(C)S(=O)NC(C(F)(F)F)C1CN(C1)C(=O)OCC1=CC=CC=C1C1=NNC2=C(C(=CC=C12)C1=CC=C(C=C1)C1CCN(CC1)C)F 7-fluoro-6-[4-(1-methyl-4-piperidinyl) phenyl]Indazolebenzyl 3-(1-((tert-butylsulfinyl)amino)-2,2,2-trifluoroethyl)azetidine-1-carboxylate